COCOCOC(=O)C=1N(C2=CC=CC=C2C1)C (methoxymethoxylmethyl)-1-methyl-1H-indole-2-carboxylate